NC(CCO)CC 3-(Z-amino)-1-pentanol